3-(4-fluorophenyl)-1-ethyl-1H-indole FC1=CC=C(C=C1)C1=CN(C2=CC=CC=C12)CC